FC(C1=NN=C(O1)C1CN(C1)C(=O)OC(C)(C)C)F tert-Butyl 3-(5-(difluoromethyl)-1,3,4-oxadiazol-2-yl)azetidine-1-carboxylate